COC1=CC2=C(C=N1)NC(=N2)\C(\C#N)=C\C2=CN=C(N2C)C2=CC=CC=C2 (E)-2-(6-methoxy-3H-imidazo[4,5-c]pyridin-2-yl)-3-(1-methyl-2-phenyl-1H-imidazol-5-yl)acrylonitrile